1-ethyl-N-(5-(4-fluorobenzyl)pyridin-2-yl)-1H-pyrazole-3-carboxamide C(C)N1N=C(C=C1)C(=O)NC1=NC=C(C=C1)CC1=CC=C(C=C1)F